CC=1C2=C(N=C(N1)SC)C(=NC=C2C)N 4,5-dimethyl-2-(methylthio)pyrido[3,4-d]Pyrimidin-8-amine